tert-Butyl 4-[4-(2,4-dioxo-1,3-diazinan-1-yl)-1H-indol-1-yl]piperidine-1-carboxylate tert-Butyl-4-{4-[carbamoyl(3-methoxy-3-oxopropyl)amino]-1H-indol-1-yl}piperidine-1-carboxylate C(C)(C)(C)OC(=O)N1CCC(CC1)N1C=CC2=C(C=CC=C12)N(CCC(=O)OC)C(N)=O.O=C1N(CCC(N1)=O)C1=C2C=CN(C2=CC=C1)C1CCN(CC1)C(=O)OC(C)(C)C